CN1C(C(=C(C=C1)[O-])NC(N[C@@H](CC(=O)[O-])C1=CC(=CC=C1)OC=1C=C(C=CC1)C)=O)=O.[Na+].[Na+] sodium (S)-3-(3-(1-methyl-4-oxido-2-oxo-1,2-dihydropyridin-3-yl)ureido)-3-(3-(m-tolyloxy) phenyl)propanoate